1-Ethenyl-4-phenoxybenzene C(=C)C1=CC=C(C=C1)OC1=CC=CC=C1